tert-Butyl 4-[7-(5,7-dimethylfuro[2,3-c]pyridin-2-yl)-5-fluoro-cinnolin-3-yl]piperidine-1-carboxylate CC=1C=C2C(=C(N1)C)OC(=C2)C2=CC(=C1C=C(N=NC1=C2)C2CCN(CC2)C(=O)OC(C)(C)C)F